C(C)(C)(C)OC(COCC=1C=C(C(=O)OC)C=CC1COC1=CC=C(C=C1)C=1N=C(OC1C)CC1=CC(=CC=C1)Cl)=O Methyl 3-((2-(tert-butoxy)-2-oxoethoxy)methyl)-4-((4-(2-(3-chlorobenzyl)-5-methyloxazol-4-yl)phenoxy)methyl)benzoate